7-(2-(2-chlorophenyl)-1-methyl-4,5,6,7-tetrahydro-1H-benzo[d]imidazol-6-yl)-2-methyl-5,6,7,8-tetrahydroimidazo[1,2-a]pyrazine ClC1=C(C=CC=C1)C1=NC2=C(N1C)CC(CC2)N2CC=1N(CC2)C=C(N1)C